FC(C=1C(=C(C=CC1)[C@@H](C)\N=C/1\C2=C(N(C(=N1)C)C)C=NC(=C2)C#CCNC(C)C)F)F (R,Z)-3-(4-((1-(3-(difluoromethyl)-2-fluorophenyl)ethyl)imino)-1,2-dimethyl-1,4-dihydropyrido[3,4-d]pyrimidin-6-yl)-N-isopropylprop-2-yn-1-amine